CCCCC(CCCCCCCCCCCCCCC)O eicosane-5-ol